4-(2-(3-(3-chloro-2-fluoro-6-(1H-tetrazol-1-yl)phenyl)propenoyl)-1,2,3,4-tetrahydroisoquinoline-1-carboxamido)benzoic acid ClC=1C(=C(C(=CC1)N1N=NN=C1)C=CC(=O)N1C(C2=CC=CC=C2CC1)C(=O)NC1=CC=C(C(=O)O)C=C1)F